(1-(cyclopropylmethyl)-1H-1,2,3-triazol-4-yl)(3-Iodo-1-methyl-1H-pyrazol-4-yl)methanol C1(CC1)CN1N=NC(=C1)C(O)C=1C(=NN(C1)C)I